stearyltin trilaurate C(CCCCCCCCCCC)(=O)[O-].C(CCCCCCCCCCC)(=O)[O-].C(CCCCCCCCCCC)(=O)[O-].C(CCCCCCCCCCCCCCCCC)[Sn+3]